1-((3-bromobenzyl)sulfonyl)-3-((dimethylamino)methyl)-4-(3-methoxyphenyl)piperidin-4-ol hydrochloride Cl.BrC=1C=C(CS(=O)(=O)N2CC(C(CC2)(O)C2=CC(=CC=C2)OC)CN(C)C)C=CC1